NC1=NC(SC1)=S 4-aminothiazolin-2-thione